OCCN(C1=C(C=CC(=C1)N)OCC)CCO N,N-bis(hydroxyethyl)-2,4-diaminophenetole